C(CCCCCCCCCCCCCCCCCCC)(=O)[O-].[Ca+2].C(CCCCCCCCCCCCCCCCC)(=O)[O-].[Ca+2] calcium stearate calcium eicosanate